tert-butyl 8-(4-cyclohexylphenyl)-1,3,4,5-tetrahydro-2H-pyrido[4,3-b]indole-2-carboxylate C1(CCCCC1)C1=CC=C(C=C1)C1=CC=2C3=C(NC2C=C1)CCN(C3)C(=O)OC(C)(C)C